tris(2-(t-butyl)-4-methylphenyl) phosphite P(OC1=C(C=C(C=C1)C)C(C)(C)C)(OC1=C(C=C(C=C1)C)C(C)(C)C)OC1=C(C=C(C=C1)C)C(C)(C)C